8-[(1R)-1-[(2-chloro-3-pyridyl)amino]ethyl]-6-methyl-2-(3-pyridyl)chromen-4-one ClC1=NC=CC=C1N[C@H](C)C=1C=C(C=C2C(C=C(OC12)C=1C=NC=CC1)=O)C